tert-butyl-2-((2-(ethyl (isopropyl) carbamoyl) thiophen-3-yl) pyrimidin-4-yl)-2,7-diazaspiro[3.5]Nonane-7-carboxylate C(C)(C)(C)OC(=O)N1CCC2(CN(C2)C2=NC(=NC=C2)C2=C(SC=C2)C(N(C(C)C)CC)=O)CC1